(S)-2,3-dihydro-1H-pyrrole-1,2-dicarboxylic acid 1-(tert-butyl) ester 2-ethyl ester CCOC(=O)[C@H]1N(C=CC1)C(=O)OC(C)(C)C